ClC=1C=NN(C(C1)=O)[C@@H](C(=O)NC1=CC(=C(C=C1)C)S(NCCC1=NC=CC=C1)(=O)=O)C |r| (rac)-2-(4-chloro-6-oxo-pyridazin-1-yl)-N-[4-methyl-3-[2-(2-pyridyl)ethylsulfamoyl]phenyl]propanamide